3-ethoxy-4-(2-hydroxypropan-2-yl)cyclobut-3-ene-1,2-dione C(C)OC=1C(C(C1C(C)(C)O)=O)=O